C([C@@H](O)C1=CC=CC=C1)(=O)OCC (S)-(+)-ethyl mandelate